[Cu].[Ni](C#N)C#N nickel cyanide copper